(R)-3-(4-(1-(3-(4-(((R)-1-(3-(difluoromethyl)-2-fluorophenyl)ethyl)amino)-2-methylpyrido[3,4-d]pyrimidin-6-yl)benzyl)piperidin-4-yl)-3-methylphenyl)-3-methylpiperidine-2,6-dione FC(C=1C(=C(C=CC1)[C@@H](C)NC=1C2=C(N=C(N1)C)C=NC(=C2)C=2C=C(CN1CCC(CC1)C1=C(C=C(C=C1)[C@@]1(C(NC(CC1)=O)=O)C)C)C=CC2)F)F